N-(1H-imidazol-2-yl)-4-{2-[(piperidin-3-yl)amino]-5-(trifluoromethyl)pyrimidin-4-yl}-1H-pyrrole-2-carboxamide N1C(=NC=C1)NC(=O)C=1NC=C(C1)C1=NC(=NC=C1C(F)(F)F)NC1CNCCC1